ClC=1C(N(N=CC1NC[C@H]1C(OCCC1)F)C1=CC=C(C=C1)S(=O)(=O)C=1N=C(OC1C1CC1)C)=O 4-chloro-2-[4-(5-cyclopropyl-2-methyl-oxazol-4-yl)sulfonylphenyl]-5-[[(3S)-fluorotetrahydropyran-3-yl]methylamino]pyridazin-3-one